1H-pyrazole-4,5-dione N1N=CC(C1=O)=O